N-(4-chlorophenyl)-2-(6-((6-fluoroquinolin-4-yl)amino)-2-azaspiro[3.3]heptan-2-yl)propionamide ClC1=CC=C(C=C1)NC(C(C)N1CC2(C1)CC(C2)NC2=CC=NC1=CC=C(C=C21)F)=O